8-nitrochroman [N+](=O)([O-])C=1C=CC=C2CCCOC12